C1(=CC=CC=C1)C1=C(C(=NN=N1)C1=C2C(=C(C(=C1CCCC)CCCC)C1=CC=CC=C1)N=C1C=CC3=C4C=CC=CC4=NC3=C12)C1=C(C=CC=C1)C1=CC=CC=C1 (phenyl)(biphenylyl)[(phenyl)di(butyl)indolocarbazolyl]triazine